The molecule is a tetracyclic diterpenoid that is hexadecahydropyrene substituted by isocyano group at position 8, methyl groups at positions 1, 4, 7 and 8 and a formamido group at position 1. Isolated from the tropical marine sponge Cymbastela hooperi, it exhibits antiplasmodial activity. It has a role as a metabolite and an antiplasmodial drug. It is a tetracyclic diterpenoid, an isocyanide and a member of formamides. C[C@H]1C[C@H]2C[C@H]([C@@]([C@@H]3[C@@H]2[C@@H]4[C@@H]1CC[C@]([C@H]4CC3)(C)NC=O)(C)[N+]#[C-])C